TETRABUTYL-AMMONIUM CHLORIDE tert-butyl-((1-((4-(4-(trifluoromethyl)phenyl)phthalazin-1-yl)amino)cyclobutyl)methyl)carbamate C(C)(C)(C)N(C([O-])=O)CC1(CCC1)NC1=NN=C(C2=CC=CC=C12)C1=CC=C(C=C1)C(F)(F)F.[Cl-].C(CCC)[N+](CCCC)(CCCC)CCCC.C(CCC)[N+](CCCC)(CCCC)CCCC